ClC1=C(C(=C(C=C1)C=1N=NN(C1)[C@H]1[C@H]([C@H](O[C@@H]([C@@H]1OC)CC=1N=NN(C1)C(C)(C)CC)CO)O)F)F (2R,3R,4S,5R,6R)-4-(4-(4-chloro-2,3-difluorophenyl)-1H-1,2,3-triazol-1-yl)-2-(hydroxymethyl)-5-methoxy-6-((1-(tert-amyl)-1H-1,2,3-triazol-4-yl)methyl)tetrahydro-2H-pyran-3-ol